ethyl 6-(bis(4-methoxybenzyl)amino)-5-(1-methoxyethyl)nicotinate COC1=CC=C(CN(C2=NC=C(C(=O)OCC)C=C2C(C)OC)CC2=CC=C(C=C2)OC)C=C1